NC1=C(C(=NN1C1CC(CCC1)O)C1=CC=C(CNC(C2=C(C=CC(=C2)F)OC)=O)C=C1)C#N N-(4-(5-amino-4-cyano-1-(3-hydroxycyclohexanyl)-1H-pyrazol-3-yl)benzyl)-5-fluoro-2-methoxybenzamide